[TeH3+] Telluronium